CCC(C(C)C1=NC=2CCCCC2N=C1)O methyl-3-(5,6,7,8-tetrahydroquinoxalin-2-yl)butan-2-ol